C(C)(C)(C)OOC1(CC(CC(C1)C)(C)C)OOC(C)(C)C 1,1-di-(t-butyl-peroxy)-3,3,5-trimethylcyclohexane